CN(S(=O)(=O)C)N1C=NC=C1C(=O)OCC ethyl 1-(N-methylmethylsulfonamido)-1H-imidazole-5-carboxylate